(S)-(5-(2-((tert-butoxycarbonyl)amino)propionamido)-2-(hydroxymethyl)benzyl)(methyl)carbamic acid allyl ester C(C=C)OC(N(C)CC1=C(C=CC(=C1)NC([C@H](C)NC(=O)OC(C)(C)C)=O)CO)=O